FC=1C=CC=2C=3N(C(=NC2C1)NC=1C(N=CC=CC1)=O)N=C(N3)C3=CC(=CC=C3)OC (3R)-3-{[8-fluoro-2-(3-methoxyphenyl)[1,2,4]triazolo[1,5-c]quinazolin-5-yl]amino}azepin-2-one